[Hf].NC1=CC=CC=C1 anilin hafnium